5-bromo-6-(((dimethylamino)methylidene)amino)-3-fluoropyridine-2-carboxylic acid methyl ester COC(=O)C1=NC(=C(C=C1F)Br)N=CN(C)C